1-(3,6-diazabicyclo[3.1.1]heptan-6-yl)-2-methylpropan-1-one TFA salt OC(=O)C(F)(F)F.C12CNCC(N1C(C(C)C)=O)C2